5-(dimethylamino)-1-methyl-1H-benzo[d]imidazol-2(3H)-one CN(C1=CC2=C(N(C(N2)=O)C)C=C1)C